N-[(1R)-1-[3-(cyclopropylmethoxy)-5-methoxy-phenyl]ethyl]-5-[(1R,5s)-8-ethyl-3,8-diazabicyclo[3.2.1]oct-3-yl]-2-methyl-benzamide C1(CC1)COC=1C=C(C=C(C1)OC)[C@@H](C)NC(C1=C(C=CC(=C1)N1C[C@H]2CC[C@@H](C1)N2CC)C)=O